FC(C1=C(C=O)C=CC=C1)(F)F (E)-2-(trifluoromethyl)benzaldehyde